FC(C(C)(C)O)(F)C=1C(=C(C=CC1)[C@@H](C)NC1=NC(=NC2=C3C(=C(C=C12)N1CCC(CC1)(O)CO)CCC3)C)F (R)-1-(4-((1-(3-(1,1-difluoro-2-hydroxy-2-methylpropyl)-2-fluorophenyl)ethyl)amino)-2-methyl-8,9-dihydro-7H-cyclopenta[h]quinazolin-6-yl)-4-(hydroxymethyl)piperidin-4-ol